N(CCCCO)CCCCO 4,4'-azanediylbis(butan-1-ol)